tetradecyl ((S)-(((2R,3S,5R)-5-(6-amino-2-fluoro-9H-purin-9-yl)-2-ethynyl-3-(((hexyloxy)carbonyl)oxy)tetrahydrofuran-2-yl)methoxy)(phenoxy)phosphoryl)-L-phenylalaninate NC1=C2N=CN(C2=NC(=N1)F)[C@H]1C[C@@H]([C@@](O1)(C#C)CO[P@](=O)(OC1=CC=CC=C1)N[C@@H](CC1=CC=CC=C1)C(=O)OCCCCCCCCCCCCCC)OC(=O)OCCCCCC